2-Cyclohexyl-5-(2-methylpropyl)phenol C1(CCCCC1)C1=C(C=C(C=C1)CC(C)C)O